COC(CCN)N methoxypropane-1,3-diamine